CN1C2=C(C3=C1C(N(N=C3)CC3=NN(C=C3C(=O)N)C3OCCCC3)=O)CCN(C2)S(=O)(=O)C 3-((5-methyl-7-(methylsulfonyl)-4-oxo-4,5,6,7,8,9-hexahydro-3H-pyrido[4',3':4,5]pyrrolo[2,3-d]pyridazin-3-yl)methyl)-1-(tetrahydro-2H-pyran-2-yl)-1H-pyrazole-4-carboxamide